tert-butyl (3R)-4-(10-hydroxy-10-((4-oxo-1-phenyl-1,4-dihydro-5H-pyrazolo[3,4-d]pyrimidin-5-yl)methyl)-7-azaspiro[4.5]decane-7-carbonyl)-3-phenylpiperazine-1-carboxylate OC1(CCN(CC12CCCC2)C(=O)N2[C@@H](CN(CC2)C(=O)OC(C)(C)C)C2=CC=CC=C2)CN2C=NC1=C(C2=O)C=NN1C1=CC=CC=C1